4-(6-Amino-pyrimidin-4-ylamino)-2-methyl-butan-2-ol NC1=CC(=NC=N1)NCCC(C)(O)C